C1=C2C=C3C(=C4C(C=5C=C6C=CC=CC6=CC35)=C3C=CC=CC3=C4)C2=CC=C1 bis-indenoanthracene